NC1=CC=2C(=C3C(=NC2C=C1F)C1=CC2=C(C(N1C3)=O)COC([C@]2(O)CC)=O)CN2C[C@@H]3C([C@H](C2)C3)O (4S)-9-amino-4-ethyl-8-fluoro-4-hydroxy-11-(((1R,5S)-6-hydroxy-3-azabicyclo[3.1.1]-heptan-3-yl)methyl)-1,12-dihydro-14H-pyrano[3',4':6,7]-indolizino[1,2-b]quinoline-3,14(4H)-dione